(S)-1-(Toluene-4-sulfonyl)-pyrrolidine-2-carboxylic acid benzo[b]thiophen-5-ylmethyl-(4-fluoro-cyclohexyl)-amide S1C2=C(C=C1)C=C(C=C2)CN(C(=O)[C@H]2N(CCC2)S(=O)(=O)C2=CC=C(C)C=C2)C2CCC(CC2)F